O=C(C(C[C@H]1C(NCC1)=O)NC(=O)[C@H]1N([C@@H]2C[C@@H]2C1)C(=O)[C@H]1OCCC1)COC(F)(F)F (1R,3S,5R)-N-(3-oxo-1-((S)-2-oxopyrrolidin-3-yl)-4-(trifluoromethoxy)butan-2-yl)-2-((S)-tetrahydrofuran-2-carbonyl)-2-azabicyclo[3.1.0]hexane-3-carboxamide